IC1=CC=C(N)C=C1 4-iodoaniline